C1(CC1)CC1=C(OC2=C1C=CC=C2)C#CCNC2=C(C=C(C(=C2)F)S(=O)(=O)C)OC 3-(cyclopropylmethyl)-2-(3-((5-fluoro-2-methoxy-4-(methylsulfonyl)phenyl)amino)prop-1-yn-1-yl)benzofuran